FC(C(N)C1CC1)(F)F α-(trifluoromethyl)cyclopropanemethanamine